C(CC)OC=1C=C(C=CC1)C=1C2=CC=CC=C2N=C2C=CC=CC12 9-(m-propoxyphenyl)acridine